4-amino-1-methyl-6-(trifluoromethyl)pyrimidin-2-one NC1=NC(N(C(=C1)C(F)(F)F)C)=O